CC1=C(N)C=C(C(=C1)[N+](=O)[O-])C 2,5-dimethyl-4-nitro-aniline